FC(C(=O)O)(F)F.ClC1=CC=C(C=C1)C(C(=O)NC1(CCN(CC1)C1=NC=C(C=C1)C=1C=2N(C=C(C1)OCC(C)(C)O)N=CC2C#N)C)(C)C 2-(4-chlorophenyl)-N-(1-(5-(3-cyano-6-(2-hydroxy-2-methylpropoxy)pyrazolo[1,5-a]pyridin-4-yl)pyridin-2-yl)-4-methylpiperidin-4-yl)-2-methylpropanamide 2,2,2-trifluoroacetate